propan-2-yl-1,2-oxazol CC(C)C1=NOC=C1